C(C)(CC)N1N=CC=2N=C(N=C(C21)N[C@@H](C=2C=NC1=CC=CC=C1C2)C2CC2)N2N=NC=C2 1-{1-sec-Butyl-7-[((R)-cyclopropyl-quinolin-3-yl-methyl)-amino]-1H-pyrazolo[4,3-d]pyrimidin-5-yl}-1H-[1,2,3]triazole